FC1=C(COC23CC4(CC(CC(C2)C4)C3)N)C=CC(=C1)F 3-((2,4-difluorobenzyl)oxy)adamantan-1-amine